4-(4-(Azetidine-1-carbonyl)piperazin-1-yl)-N-(1-cyanocyclopropyl)-9-(5-(difluoromethyl)-1,3,4-thiadiazol-2-yl)-9H-pyrimido[4,5-b]indole-7-sulfonamide N1(CCC1)C(=O)N1CCN(CC1)C1=NC=NC=2N(C3=CC(=CC=C3C21)S(=O)(=O)NC2(CC2)C#N)C=2SC(=NN2)C(F)F